1-((3S)-4-(7-(6-amino-4-methyl-3-(trifluoromethyl)pyridin-2-yl)-6-chloro-8-fluoro-2-(((S)-pyrrolidin-2-yl)methoxy)quinazolin-4-yl)-3-methylpiperazin-1-yl)prop-2-en-1-one NC1=CC(=C(C(=N1)C1=C(C=C2C(=NC(=NC2=C1F)OC[C@H]1NCCC1)N1[C@H](CN(CC1)C(C=C)=O)C)Cl)C(F)(F)F)C